(4-(2-(1H-1,2,4-triazol-1-yl)ethoxy)phenoxy)-3-(isopropyl-amino)propan-2-ol N1(N=CN=C1)CCOC1=CC=C(OCC(CNC(C)C)O)C=C1